2'-((6-((4,4-dimethyl-4,5-dihydrooxazol-2-yl)amino)pyrimidin-4-yl)amino)spiro[cyclohexane-1,4'-pyrrolo[3,4-d]thiazol]-6'(5'H)-one CC1(N=C(OC1)NC1=CC(=NC=N1)NC=1SC2=C(N1)C1(NC2=O)CCCCC1)C